ClC1=NC=C(C2=CC=C(C=C12)OC(C(=O)OCC)C)C1=C(C=CC=C1)C ethyl 2-((1-chloro-4-(o-tolyl)isoquinolin-7-yl)oxy)propanoate